OC1CC(C1)(C)NCC1=CC(=C2CN(C(C2=C1)=O)C1=CC(=CC=C1)C1(CC(C1)OC)C1=NN=CN1C)C(F)(F)F 6-((((1s,3S)-3-hydroxy-1-methylcyclobutyl)amino)methyl)-2-(3-((1r,3R)-3-methoxy-1-(4-methyl-4H-1,2,4-triazol-3-yl)cyclobutyl)phenyl)-4-(trifluoromethyl)isoindolin-1-one